FC(C=1C(=C(C=CC1)C(C)NC1=NN(C(C=2C1=CNC(C2)=O)=O)C)F)F 4-((1-(3-(difluoromethyl)-2-fluorophenyl)Ethyl)amino)-2-methyl-2,6-dihydropyrido[3,4-d]Pyridazine-1,7-dione